BrNC1=C(C=CC(=C1)F)C bromo-5-fluoro-2-methyl-aniline